2-(tert-Butyl) 3-ethyl (3S)-5-(((methylsulfonyl)oxy)methyl)-2-azabicyclo[3.1.0]hexane-2,3-dicarboxylate CS(=O)(=O)OCC12C[C@H](N(C2C1)C(=O)OC(C)(C)C)C(=O)OCC